(phenylmethyl)sulfonamide C1(=CC=CC=C1)CS(=O)(=O)N